tert-butyl 5-{[(2R)-5-({4-[4-(methoxycarbonyl)-6-methylpyridin-2-yl]-2-methylpyrazol-3-yl} oxy)-2-methylpentyl] amino}-6-nitro-3,4-dihydro-1H-isoquinoline-2-carboxylate COC(=O)C1=CC(=NC(=C1)C)C1=C(N(N=C1)C)OCCC[C@H](CNC1=C2CCN(CC2=CC=C1[N+](=O)[O-])C(=O)OC(C)(C)C)C